triphenyl phosphorothioate (triphenylthiophosphite) C1(=CC=CC=C1)SP(O)(O)(C1=CC=CC=C1)C1=CC=CC=C1.P(OC1=CC=CC=C1)(OC1=CC=CC=C1)(OC1=CC=CC=C1)=S